S(=O)(=O)(O)O.S(O)(O)(=O)=O sulfuric acid, sulfate salt